tert-butyl (S)-(2-bromo-4-(trifluoromethyl)phenyl)(oxiran-2-ylmethyl)carbamate BrC1=C(C=CC(=C1)C(F)(F)F)N(C(OC(C)(C)C)=O)C[C@@H]1OC1